mono-n-butoxytris(ethoxyacetoacetyl)titanium C(CCC)O[Ti](C(CC(=O)COCC)=O)(C(CC(=O)COCC)=O)C(CC(=O)COCC)=O